COC(=O)C1C(C2=CC=C(C=C2C1)Cl)=O 5-chloro-1-oxo-2,3-dihydro-1H-indene-2-carboxylic acid methyl ester